FC1=C(C(=NC(=N1)C1=CC(=NN1C)[N+](=O)[O-])OC)C(F)(F)F 6-fluoro-2-(1-methyl-3-nitro-1H-pyrazol-5-yl)-4-methoxy-5-(trifluoromethyl)pyrimidine